C(C)(C)(C)OC(=O)N1C[C@@H](N(CC1)C=1C2=C(N=CN1)N(C=C2N2CCOCC2)C2=NC=CC(=C2)C#N)C (S)-4-(7-(4-cyanopyridin-2-yl)-5-morpholino-7H-pyrrolo[2,3-d]pyrimidin-4-yl)-3-methylpiperazine-1-carboxylic acid tert-butyl ester